CC1(CCN(CC1)C=1OC2=C(C=C(C=C2C(C1C)=O)C)[C@@H](C)NC1=C(C=C(C=C1)F)B1OC(C(O1)(C)C)(C)C)C 2-(4,4-dimethyl-1-piperidyl)-8-[(1R)-1-[4-fluoro-2-(4,4,5,5-tetramethyl-1,3,2-dioxaborolan-2-yl)anilino]ethyl]-3,6-dimethyl-chromen-4-one